4-(trifluorovinyloxy)phenyl-dimethyl-ethoxysilane FC(=C(F)F)OC1=CC=C(C=C1)[Si](OCC)(C)C